copper-cobalt iron [Fe].[Co].[Cu]